N-(9-(pyridin-2-yl)-6-oxaspiro[4.5]decan-9-yl)acetamide hydrochloride Cl.N1=C(C=CC=C1)C1(CCOC2(CCCC2)C1)NC(C)=O